ClC=1C=NC=C(C1[C@@H](C)OC=1C=C2C(=NNC2=CC1)C1=CC2=C(OCCN2CC2=NC=CC=C2)N=C1)Cl 7-[5-[(1R)-1-(3,5-dichloro-4-pyridyl)ethoxy]-1H-indazol-3-yl]-1-(2-pyridyl-methyl)-2,3-dihydro-pyrido[2,3-b][1,4]oxazine